2,2-dimethyl-3-(8-methyl-3-(trifluoromethyl)-[1,2,4]triazolo[4,3-a]pyridin-7-yl)propanoate CC(C(=O)[O-])(CC1=C(C=2N(C=C1)C(=NN2)C(F)(F)F)C)C